sulfanone trihydrochloride Cl.Cl.Cl.S=O